7-[2-[6-[1-[2-(aminomethyl)-3,3-difluoro-allyl]-5-oxo-1,2,4-triazol-4-yl]-5-methyl-3-pyridyl]ethynyl]-1H-pyrido[2,3-b][1,4]oxazin-2-one NCC(CN1N=CN(C1=O)C1=C(C=C(C=N1)C#CC1=CC2=C(OCC(N2)=O)N=C1)C)=C(F)F